N1N=C(C=2C=NC=CC21)C(=O)N2CCC(CC2)C2=C(C=CC=C2)C(F)(F)F (1H-pyrazolo[4,3-c]pyridin-3-yl)(4-(2-(trifluoromethyl)phenyl)piperidin-1-yl)methanone